CSC1=NC=C(C=N1)C=1C=C(C=C(C1)C=1C=NC(=NC1)SC)C(NCCOCCOCCOCCC)=O 1-(3,5-bis(2-(methylthio)pyrimidin-5-yl)phenyl)-1-oxo-5,8,11-trioxa-2-azatetradecane